(5S,8R)-1-fluoro-N-(4-(oxazol-5-yl)phenyl)-6,7,8,9-tetrahydro-5H-5,8-epiminocyclohepta[c]pyridine-10-carboxamide FC1=NC=CC2=C1C[C@H]1CC[C@@H]2N1C(=O)NC1=CC=C(C=C1)C1=CN=CO1